OC1=C(C(=O)N[C@@H](CC2=CC=CC=C2)C(=O)O)C=CC=C1 N-(2-hydroxybenzoyl)-L-phenylalanine